2-{[2-(2-fluorophenyl)-6H-pyrrolo[2,3-c]pyridin-6-yl]methyl}-6-methyl-1,3-benzothiazole FC1=C(C=CC=C1)C=1C=C2C(=CN(C=C2)CC=2SC3=C(N2)C=CC(=C3)C)N1